2,3-difluoroacrylic acid anhydride FC(C(=O)OC(C(=CF)F)=O)=CF